bis(aziridin-1-yl)phosphinic acid (S)-6-([1,1'-biphenyl]-3-yloxy)-5-nitro-2,3-dihydro-1H-inden-1-yl ester C1(=CC(=CC=C1)OC1=C(C=C2CC[C@@H](C2=C1)OP(=O)(N1CC1)N1CC1)[N+](=O)[O-])C1=CC=CC=C1